C1(=CC=CC=C1)C1=CC=CC=2C(=NOC21)/C=C/CC(C(=O)OC)C(=O)OC Dimethyl (E)-2-(3-(7-phenylbenzo[d]isoxazole-3-yl)allyl)malonate